tert-butyl (6-fluoro-3-{(1S)-1-[5-(5-oxo-4,5-dihydro-1,2,4-oxadiazol-3-yl)-2-(1H-pyrazol-1-yl)phenyl]ethoxy}quinolin-2-yl)carbamate FC=1C=C2C=C(C(=NC2=CC1)NC(OC(C)(C)C)=O)O[C@@H](C)C1=C(C=CC(=C1)C1=NOC(N1)=O)N1N=CC=C1